5-(ethylsulfonyl)-N-methyl-6-(2-(trifluoromethyl)pyrazolo[1,5-a]pyrimidin-5-yl)pyridin-3-amine C(C)S(=O)(=O)C=1C=C(C=NC1C1=NC=2N(C=C1)N=C(C2)C(F)(F)F)NC